N-(3-cyano-4-methyl-1H-indol-7-yl)-2-(piperidin-3-yl)thiazole-5-sulfonamide C(#N)C1=CNC2=C(C=CC(=C12)C)NS(=O)(=O)C1=CN=C(S1)C1CNCCC1